2-(4-methoxyphenyl)-2,8-diazaspiro[4.5]decane COC1=CC=C(C=C1)N1CC2(CC1)CCNCC2